C1(CCCC1)[C@H](C(F)(F)F)NC(=O)C=1C(=C2CN(C(C2=CC1)=O)C1C(NC(CC1)=O)=O)F N-((R)-1-cyclopentyl-2,2,2-trifluoroethyl)-2-(2,6-dioxopiperidin-3-yl)-4-fluoro-1-oxoisoindoline-5-carboxamide